CC12N(CCNC1)CCC2 8a-methyloctahydropyrrolo[1,2-a]pyrazin